(E)-N-ethyl-3-(3-hydroxy-4-methoxyphenyl)-N-(thiophen-2-ylmethyl)acrylamide C(C)N(C(\C=C\C1=CC(=C(C=C1)OC)O)=O)CC=1SC=CC1